(1R,5S)-6-[2-isopropyl-5-(trifluoromethyl)pyrazol-3-yl]bicyclo[3.1.0]hexan-3-one C(C)(C)N1N=C(C=C1C1[C@H]2CC(C[C@@H]12)=O)C(F)(F)F